5-((R)-3,4-dimethylpiperazin-1-yl)-2-methyl-N-((R)-1-(2-(1-methyl-1H-pyrazol-4-yl)quinolin-4-yl)ethyl)benzamide C[C@@H]1CN(CCN1C)C=1C=CC(=C(C(=O)N[C@H](C)C2=CC(=NC3=CC=CC=C23)C=2C=NN(C2)C)C1)C